(E)-2-Methoxy-4-(prop-1-en-1-yl)phenyl-2-hydroxybenzoat COC1=C(C=CC(=C1)\C=C\C)OC(C1=C(C=CC=C1)O)=O